COC1=C(C=CC=C1)B(O)O 2-methoxybenzene-boronic acid